N\C(=C/C(=O)OC1CCCC1)\C Cyclopentyl (Z)-3-aminobut-2-enoate